CC(CCC(=O)O)(C)C(=O)O 3-Methyl-1,3-butanedicarboxylic acid